(S)-isopropyl 2-(((S)-(perfluoro phenoxy)(phenoxy)phosphoryl)amino)propanoate FC1=C(O[P@@](=O)(OC2=CC=CC=C2)N[C@H](C(=O)OC(C)C)C)C(=C(C(=C1F)F)F)F